ClC1=C(C=NN1C1=CC=NC=C1)[N+](=O)[O-] 4-(5-chloro-4-nitro-1H-pyrazol-1-yl)pyridine